N,N-dipropyl-N'-methylbutanediamine C(CC)N(C(CCC)NC)CCC